CN([C@@H](C)C(=O)[O-])P(=O)(OC1=CC=C(C=C1)Cl)OC[C@@H]1C=C[C@@H](C1)N1C2=NC(=NC(=C2N=C1)OC)N Methyl-((((1S,4R)-4-(2-amino-6-methoxy-9H-purin-9-yl)cyclopent-2-en-1-yl)methoxy) (4-chlorophenoxy)phosphoryl)-L-alaninat